ClC=1C=NC=C(C1N1CCC2(CCNC2=O)CC1)C1=CC=C(C=C1)C=1C=NN(C1)C 8-[3-chloro-5-[4-(1-methyl-1H-pyrazol-4-yl)phenyl]-4-pyridinyl]-2,8-diazaspiro[4.5]decan-1-one